1-Methyl-1,4-dihydro-2H-pyrido[2,3-d][1,3]oxazin-2-one CN1C(OCC2=C1N=CC=C2)=O